O=C(CCCC=1C=C(C=NC1)C(F)(F)F)N1CCN(CC1)C1=NC=C(C=N1)C(F)(F)F 5-(4-oxo-4-(4-(5-(trifluoromethyl)pyrimidin-2-yl)piperazin-1-yl)butyl)-3-(trifluoromethyl)pyridine